F[C@H]1CN(CC[C@H]1NC1=C2C=C(N(C2=CC=C1)CC(F)(F)F)C1=CC(=CS1)C(=O)OC)C methyl 5-[4-[[(3S,4R)-3-fluoro-1-methyl-4-piperidyl] amino]-1-(2,2,2-trifluoroethyl)indol-2-yl]thiophene-3-carboxylate